(2S,3R,4R)-1-acetyl-N-(2-((tert-butyldimethylsilyl)oxy)ethyl)-2-ethyl-4-((5-fluoro-6-methylpyridin-2-yl)amino)-3-methyl-1,2,3,4-tetrahydroquinoline-6-carboxamide C(C)(=O)N1[C@H]([C@@H]([C@H](C2=CC(=CC=C12)C(=O)NCCO[Si](C)(C)C(C)(C)C)NC1=NC(=C(C=C1)F)C)C)CC